ICC\C=C/CCCCCCCCCC(OCCCCCCCCC)OCCCCCCCCC (3Z)-1-iodo-14,14-dinonyloxy-3-tetradecene